C1(=CC=CC=C1)N(C(=N)NC(=N)N)C 1-phenyl-1-methylbiguanide